7'-((7H-pyrrolo[2,3-d]pyrimidin-4-yl)amino)-5'-chloro-3,3-dimethylspiro[cyclobutane-1,2'-pyrido[2,1-f][1,2,4]triazine]-4',8'(1'H,3'H)-dione hydrochloride Cl.N1=CN=C(C2=C1NC=C2)NC2=CC(=C1C(NC3(NN1C2=O)CC(C3)(C)C)=O)Cl